trimethylolpropane dibehenate C(CCCCCCCCCCCCCCCCCCCCC)(=O)O.C(CCCCCCCCCCCCCCCCCCCCC)(=O)O.C(O)C(CC)(CO)CO